CC(C(C(=O)N)N(C1=CC=CC=C1)C)C 3-methyl-2-(methyl(phenyl)amino)butanamide